ClC1=CC(=C(C=C1)C=1CCSC2=C(C1C1=CC=C(C=C1)O[C@@H]1CN(CC1)CCCF)C=CC(=C2)O)F 4-(4-Chloro-2-fluorophenyl)-5-[4-[(3S)-1-(3-fluoropropyl)pyrrolidin-3-yl]oxyphenyl]-2,3-dihydro-1-benzothiepin-8-ol